CC=1NC=2N(C(C1CCC=1C=NC=CC1)=O)N=C(C2N2CCCCC2)C2=CC=CC=C2 5-methyl-2-phenyl-3-(piperidin-1-yl)-6-(2-(pyridin-3-yl)ethyl)pyrazolo[1,5-a]pyrimidin-7(4H)-one